FC=1C=C(C2=C(OC[C@H](O2)CO)C1)C(C)=O (3R)-1-(7-fluoro-3-(hydroxymethyl)-2,3-dihydrobenzo[b][1,4]dioxin-5-yl)ethan-1-one